ClC1=CC=C2C=CC(=NC2=C1)NC1=CC=C2C=CNC2=C1 7-chloro-N-(1H-indol-6-yl)quinolin-2-amine